1-[4-(2,3-Dimethylphenyl)piperazin-1-yl]-2-{3-[5-(hydroxymethyl)-2-azabicyclo[3.1.1]heptan-2-carbonyl]-5,6-dihydrocyclopenta[c]pyrazol-1(4H)-yl}ethan-1-on CC1=C(C=CC=C1C)N1CCN(CC1)C(CN1N=C(C2=C1CCC2)C(=O)N2C1CC(CC2)(C1)CO)=O